N1(N=CN=C1)C1=CC=C(C=N1)NC1=NC=NC2=CC(=CC=C12)Cl N-(6-(1H-1,2,4-Triazol-1-yl)pyridin-3-yl)-7-chloroquinazolin-4-amine